NC(C(=O)OCC)=S ethyl 2-amino-2-thioxoacetate